1-(4-Bromobenzylidene)-2-(4-(4-chlorophenoxy)phenyl)hydrazine BrC1=CC=C(C=NNC2=CC=C(C=C2)OC2=CC=C(C=C2)Cl)C=C1